ClC1=CC=C(C=C1)C1=C(CCC(C1)(C)C)CN1CCN(CC1)C1=CC(=C(C(=O)O)C=C1)OC1=C(C=CC=C1)CO 4-(4-((4'-Chloro-5,5-dimethyl-3,4,5,6-tetrahydro-[1,1'-biphenyl]-2-yl)methyl)piperazin-1-yl)-2-(2-(hydroxymethyl)phenoxy)benzoic acid